[N+](=O)([O-])C1(N(N(C=C1)[N+](=O)[O-])[N+](=O)[O-])C(=O)[O-].[NH3+][C@@H](CC(N)=O)C(=O)O asparaginium trinitropyrazolate